1-isopropyl-3-(pyridin-4-yl)-1H-pyrrolo[2,3-c]pyridine C(C)(C)N1C=C(C=2C1=CN=CC2)C2=CC=NC=C2